Sulfamoyl-propanamide S(N)(=O)(=O)C(C(=O)N)C